ClC1=C(C=CC=C1)[C@@]1(C(CCCC1)=O)N(C(COC(C)=O)=O)C acetic acid (S)-2-((1-(2-chlorophenyl)-2-oxocyclohexyl) (methyl) amino)-2-oxoethyl ester